CC1(C(CC=C1C)CC=O)C 2,2,3-Trimethylcyclopent-3-En-1-Yl-Acetaldehyde